4-((4-(4-((2,6-dioxopiperidin-3-yl)amino)benzyl)piperazin-1-yl)methyl)-N-(4-methyl-3-((4-(pyridin-3-yl)pyrimidin-2-yl)amino)phenyl)benzamide O=C1NC(CCC1NC1=CC=C(CN2CCN(CC2)CC2=CC=C(C(=O)NC3=CC(=C(C=C3)C)NC3=NC=CC(=N3)C=3C=NC=CC3)C=C2)C=C1)=O